1-methyl-cyclopentyl-tris(dimethylamino)tin CC1(CCCC1)[Sn](N(C)C)(N(C)C)N(C)C